3-(3,5,5,5-tetramethyl-1λ2,3λ3-trisiloxaneyl)propanal C[Si](O[Si]CCC=O)O[Si](C)(C)C